N-(4-[2-((1S)-3,6-diazabicyclo[4.3.0]non-3-yl)-2-oxoethyl]phenyl){[(4-fluorophenyl)methyl]amino}carboxamide [C@@H]12CN(CCN2CCC1)C(CC1=CC=C(C=C1)NC(=O)NCC1=CC=C(C=C1)F)=O